O[C@@H]1[C@H](C[C@@H](CC1)N1N=C2C=C(C(=CC2=C1)C(=O)NC1=CN=C2N1N=CC=C2)OC)C |o1:1,2,4| rel-2-((1R,3S,4S)-4-Hydroxy-3-methylcyclohexyl)-N-(imidazo[1,2-b]pyridazin-3-yl)-6-methoxy-2H-indazole-5-carboxamide